The molecule is a sulfur-containing amino-acid anion that is the conjugate base of cysteine, obtained by deprotonation of the carboxy group. It is an alpha-amino-acid anion and a sulfur-containing amino-acid anion. It is a conjugate base of a cysteine and a cysteine zwitterion. It is a conjugate acid of a cysteinate(2-). C(C(C(=O)[O-])N)S